ClC1=NC(=CC(=C1F)C#N)C 2-chloro-3-fluoro-6-methylpyridine-4-carbonitrile